2-((S)-((S)-cyclohex-2-en-1-yl)(hydroxy)methyl)-3-hydroxy-4-(2-hydroxyethyl)-3-methyl-5-oxopyrrolidine-2-carboxylic acid [C@H]1(C=CCCC1)[C@@H](C1(NC(C(C1(C)O)CCO)=O)C(=O)O)O